cis-farnesol CC(=CCC/C(=C\CC/C(=C\CO)/C)/C)C